CN1CCN(CC1)C1=CC=C(CNCCC2=CC=CC=C2)C=C1 N-(4-(4-methylpiperazin-1-yl)benzyl)-2-phenylethane-1-amine